2-furancarboxylic acid, propyl ester O1C(=CC=C1)C(=O)OCCC